COC=1C=C(C=C2C(=NC=NC12)NCC=1N=NC(=CC1)C)C1=NC=C(C=C1)C 8-methoxy-N-((6-methylpyridazin-3-yl)methyl)-6-(5-methylpyridin-2-yl)quinazolin-4-amine